cis-N,N'-dimethyl-1,2-diaminocyclohexane CN[C@H]1[C@H](CCCC1)NC